(S)-3,4-Difluoro-N-methyl-5-(6-(1-(2-morpholinoethyl)-1H-pyrazol-4-yl)-5-((tetrahydrofuran-3-yl)amino)pyrazolo[1,5-a]pyrimidin-3-yl)benzamide FC=1C=C(C(=O)NC)C=C(C1F)C=1C=NN2C1N=C(C(=C2)C=2C=NN(C2)CCN2CCOCC2)N[C@@H]2COCC2